N-[8-chloro-7-fluoro-6-(4-methylpyridin-3-yl)isoquinolin-3-yl]-2-(hydroxymethyl)cyclopropane-1-carboxamide ClC=1C(=C(C=C2C=C(N=CC12)NC(=O)C1C(C1)CO)C=1C=NC=CC1C)F